NCC1(CCCC1)NC(C)C 1-(aminomethyl)-N-isopropylcyclopentane-1-amine